C(C)C1=CC=C(C=C1)S(=O)(=O)C1=NC2=CC=C(C=C2C(=C1)C1CN(CCN1)C(=O)[O-])OC(F)(F)F 3-((4-ethylphenyl)sulfonyl-6-(trifluoromethoxy)quinolin-4-yl)piperazine-1-carboxylate